OC=1C(=C(C(=O)O)C=CC1C)O di-hydroxy-4-methylbenzoic acid